FC1=C(C#N)C=CC=C1O 2-fluoro-3-hydroxy-benzonitrile